COC1=C(C=CC(=C1)C=CC(CC(C=CC1=CC(=C(C=C1)O)OC)=O)=O)O 2-methoxy-4-[3,5-dioxo-7-(4-hydroxy-3-methoxyphenyl)hepta-1,6-dieneyl]phenol